OC(COC(C=C)=O)C.C(=C)Cl vinyl chloride 2-hydroxypropylacrylate